cyclohexene-1,2-dicarboxylic acid C1(=C(CCCC1)C(=O)O)C(=O)O